CC1(C(C=CC2=CC=CC=C12)[15N]=C(C1=CC=CC=C1)C1=CC=CC=C1)C N-(1,1-dimethylnaphthyl)-1,1-diphenylmethanimine-15N